tert-butyl (3-(trans-3-(4-(3-chloropyridin-2-yl)-1H-pyrazol-1-yl)cyclobutyl)propyl)carbamate ClC=1C(=NC=CC1)C=1C=NN(C1)[C@@H]1C[C@H](C1)CCCNC(OC(C)(C)C)=O